1-(4-fluorophenyl)-6-chloro-2-oxo-1,2-dihydropyridine-3-carboxylic acid FC1=CC=C(C=C1)N1C(C(=CC=C1Cl)C(=O)O)=O